9-(p-aminophenyl)acridine NC1=CC=C(C=C1)C=1C2=CC=CC=C2N=C2C=CC=CC12